C(C1=CC=CC=C1)N(SC=1SC2=C(N1)C=CC=C2)CC2=CC=CC=C2 N,N-dibenzylbenzothiazolylsulfenamide